[Cl-].C(C1=CC=CC=C1)(C1=CC=CC=C1)C1=C(C(=CC(=C1)F)C(C1=CC=CC=C1)C1=CC=CC=C1)[N+]1=CN2C(C=CC=C2C2=C(C=C(C=C2C(C)C)C(C)C)C(C)C)=C1 2-(2,6-Dibenzhydryl-4-fluorophenyl)-5-(2,4,6-triisopropylphenyl)imidazo[1,5-a]pyridin-2-ium chloride